ClCC(=O)NC=1N=C(SC1)C1=CC(=C(C=C1)Cl)Cl 2-chloro-N-(2-(3,4-dichlorophenyl)thiazol-4-yl)acetamide